N,N,N-trimethyl-3-(2-methylallylamino)-1-propyl-ammonium chloride [Cl-].C[N+](C)(C)CCCNCC(=C)C